CC1=NC(=CC(=C1)C=1NC2=CC=C(C=C2C1C(C)C)C1CCN(CC1)CC(=O)NC1(COC1)C)C 2-(4-(2-(2,6-dimethylpyridin-4-yl)-3-isopropyl-1H-indol-5-yl)piperidin-1-yl)-N-(3-methyloxetan-3-yl)acetamide